CN(C1CCC(CC1)C1=CN(C=2N=CC=3C=CC(=CC3C21)C=2C=NN(C2)C)C)C (1s,4s)-N,N-dimethyl-4-(3-methyl-8-(1-methyl-1H-pyrazol-4-yl)-3H-pyrrolo[2,3-c]isoquinolin-1-yl)cyclohexan-1-amine